C(C)OC(=O)C=1C(=NC(=NC1)Cl)NC1COC(CC1)CO[Si](C1=CC=CC=C1)(C1=CC=CC=C1)C(C)(C)C 4-((6-(((tert-butyldiphenylsilyl)oxy)methyl)tetrahydro-2H-pyran-3-yl)amino)-2-chloropyrimidine-5-carboxylic acid ethyl ester